COCCOCCOC1=CC(=NN1C)C(=O)OC methyl 5-[2-(2-methoxyethoxy) ethoxy]-1-methyl-1H-pyrazole-3-carboxylate